NC[C@@H]1CC[C@H](CC1)C(=O)N(C1=CC(=CC=C1)C1=CN=C(S1)OC)C[C@@H]1CC[C@H](CC1)C1=CC(=C(C=C1)OC)C trans-4-(Aminomethyl)-N-((trans-4-(4-methoxy-3-methylphenyl)cyclohexyl)methyl)-N-(3-(2-methoxythiazol-5-yl)phenyl)cyclohexanecarboxamide